C1(CC1)C=1NC(=NN1)C1CC2(CN(C2)C(=O)N2CC3(C2)CC(C3)C3=CC=C(C=C3)C(F)(F)F)C1 [6-(5-cyclopropyl-4H-1,2,4-triazol-3-yl)-2-azaspiro[3.3]heptan-2-yl]-[6-[4-(trifluoromethyl)phenyl]-2-azaspiro[3.3]heptan-2-yl]methanone